(8S,9S,10R,13S,14S,17S)-10,13-dimethyl-17-((E)-1-(2-propylpentanoyloxyimino)ethyl)-6,7,8,9,10,11,12,13,14,15,16,17-dodecahydro-1H-cyclopenta[a]phenanthren-3(2H)-one C[C@]12[C@H]3CC[C@@]4([C@H](CC[C@H]4[C@@H]3CCC2=CC(CC1)=O)/C(/C)=N/OC(C(CCC)CCC)=O)C